tert-butyl 4-[[(3R,5R)-5-[[2-(2,6-dioxopiperidin-3-yl)-1,3-dioxoisoindol-5-yl]oxy]-1-methylpiperidin-3-yl]oxy]piperidine-1-carboxylate O=C1NC(CCC1N1C(C2=CC=C(C=C2C1=O)O[C@@H]1C[C@H](CN(C1)C)OC1CCN(CC1)C(=O)OC(C)(C)C)=O)=O